C(CCC)C1N(S(C2=C(N(C1)C1=CC=CC=C1)C=C(C(=C2)O)SC)(=O)=O)CCF 3-butyl-2-(2-fluoroethyl)-8-hydroxy-7-(methylthio)-5-phenyl-2,3,4,5-tetrahydrobenzo[f][1,2,5]thiadiazepine 1,1-dioxide